1-(3-(diethylamino)propyl) 3,5-bis(8-oxo-8-((3-pentyloctyl)oxy)octyl)benzene-1,3,5-tricarboxylate O=C(CCCCCCCC1(CC(=CC(C1)(C(=O)[O-])CCCCCCCC(=O)OCCC(CCCCC)CCCCC)C(=O)OCCCN(CC)CC)C(=O)[O-])OCCC(CCCCC)CCCCC